CC(CCOC(COCCCCCCCC(=O)O)COCCOCCOCCOCCOC(C1=CC=CC=C1)(C1=CC=CC=C1)C1=CC=CC=C1)CCC[C@@H](CCC[C@@H](CCCC(C)C)C)C 8-[2-[(7R,11R)-3,7,11,15-tetramethylhexadecoxy]-3-[2-[2-[2-(2-trityloxyethoxy)ethoxy]ethoxy]ethoxy]propoxy]octanoic acid